(5-methylpyridin-2-yl)sulfonylazanide CC=1C=CC(=NC1)S(=O)(=O)[NH-]